2-(4-bromo-5-methoxy-2-oxopyridin-1(2H)-yl)-4,4-difluorobutanoic acid tert-butyl ester C(C)(C)(C)OC(C(CC(F)F)N1C(C=C(C(=C1)OC)Br)=O)=O